3-amino-N-(3-chlorophenyl)-4-methoxybenzamide NC=1C=C(C(=O)NC2=CC(=CC=C2)Cl)C=CC1OC